FC(C1=CC=C(C=C1)N1CC2N(C3=C1N=CC=N3)CCN(C2)C(=O)OC(C)(C)C)(F)F tert-butyl 5-(4-(trifluoromethyl)phenyl)-5,6,6a,7,9,10-hexahydro-8H-dipyrazino[1,2-a:2',3'-e]pyrazine-8-carboxylate